[Si](C)(C)(C(C)(C)C)OCCN1N=C(C(=C1)NC=1N=CC2=C(N1)NC(=C2)C#N)OC2COC2 2-((1-(2-((tert-butyldimethylsilyl)oxy)ethyl)-3-(oxetan-3-yloxy)-1H-pyrazol-4-yl)amino)-7H-pyrrolo[2,3-d]pyrimidine-6-carbonitrile